5-(hydroxymethyl)pyrrolidin-3-ylcarbamic acid tert-butyl ester C(C)(C)(C)OC(NC1CNC(C1)CO)=O